C(C1=CC=CC=C1)OCCC=CC1CN(CC(C1)C=CCCOCC1=CC=CC=C1)C(=O)OC(C)(C)C Tert-Butyl 3,5-Bis(4-(Benzyloxy)But-1-en-1-yl)Piperidine-1-Carboxylate